3,6-dimethyl-3a,4,5,6,7,7a-hexahydro-3H-benzofuran-2-one CC1C(OC2C1CCC(C2)C)=O